FC=1C=C(C=CC1)C=1N=C(SC1)NC(CC1=CC=C(OC2=C(C(=O)N)C=CC=N2)C=C1)=O 2-(4-(2-((4-(3-fluorophenyl)thiazol-2-yl)amino)-2-oxoethyl)phenoxy)nicotinamide